1-(N-diazepanyl)-3-methylenehepta-4,6-diene N1(NCCCCC1)CCC(C=CC=C)=C